2-(2,2-bis(mercaptomethylthio)ethyl)-1,3-dithietane SCSC(CC1SCS1)SCS